FC(C1=CC=C2C(=N1)C1(CCN(CC1)CCOC1=CC3=C(N(C(=N3)C3CC(C3)(C)O)C)C(=C1)C(F)(F)F)C(N2)=O)F 5-(difluoromethyl)-1'-[2-[2-(3-hydroxy-3-methyl-cyclobutyl)-1-methyl-7-(trifluoromethyl)benzimidazol-5-yl]oxyethyl]spiro[1H-pyrrolo[3,2-b]pyridine-3,4'-piperidine]-2-one